ClC1=CC=C(O1)C1C(=NN(C1(C(=O)NCCCC(CO)(C)C)C)C1=C(C=C(C=C1)F)F)C1=C(C=C(C=C1)F)F 4-(5-Chlorofuran-2-yl)-1,3-bis(2,4-difluorophenyl)-N-(5-hydroxy-4,4-dimethylpentyl)-5-methyl-4,5-dihydro-1H-pyrazole-5-carboxamide